Lithium iron manganese (II) [Mn+2].[Fe+2].[Li+]